4-(4-((3-methylbut-3-en-1-yl)oxy)phenyl)butan-2-one CC(CCOC1=CC=C(C=C1)CCC(C)=O)=C